N1(CCOCC1)C1=NC(=NC(=N1)C=1SC(=CC1)CN1CCOCC1)C1=CC=C(C=C1)NC(=O)NCC1=CC=NC=C1 1-(4-(4-morpholinyl-6-(5-(morpholinomethyl)thiophen-2-yl)-1,3,5-triazin-2-yl)phenyl)-3-(pyridin-4-ylmethyl)urea